2-(1H-benzo[d]imidazol-5-yl)-3-(3-fluorophenyl)isoindolin-1-one N1C=NC2=C1C=CC(=C2)N2C(C1=CC=CC=C1C2C2=CC(=CC=C2)F)=O